CC1=C(SC=C1)C(=O)O 3-methyl-2-thiophenecarboxylic acid